C(CCCCCCCCCCCCCCCCCCCCCCCCCCC)(=O)O.C(CCCCCCCCCCCCCCCCCCCCCCCCCCC)(=O)O montanic acid montanate